Cl.CNCCNC=C1C(CC(CC1=O)C1=CC=CC=C1)=O 2-(((2-(methylamino)ethyl)amino)methylene)-5-phenylcyclohexane-1,3-dione hydrochloride